[1-(3-chloro-4-fluorophenyl)-1,4,5,6-tetrahydrocyclopenta[c]pyrazol-3-yl]-(1,4-diazabicyclo[3.2.2]nonan-4-yl)methanone ClC=1C=C(C=CC1F)N1N=C(C2=C1CCC2)C(=O)N2CCN1CCC2CC1